C1=C(NC(=O)NC1=O)[O-] The molecule is an organic anion obtained by removal of one of the methylene protons from barbituric acid. It is the major microspecies at pH 7.3 (according to Marvin v 6.2.0.). It is a conjugate base of a barbituric acid.